1-((3S,5R)-1-acryloyl-5-(methoxymethyl)pyrrolidin-3-yl)-3-((4,6-difluoro-1-methyl-1H-benzo[d]imidazol-5-yl)ethynyl)-5-(methylamino)-1H-pyrazole-4-carboxamide C(C=C)(=O)N1C[C@H](C[C@@H]1COC)N1N=C(C(=C1NC)C(=O)N)C#CC1=C(C2=C(N(C=N2)C)C=C1F)F